C1(CC1)CNC(=O)C1=NC(=CC=C1)N1CCN(CC(C1)O)C1CCN(CC1)C(C)C N-(Cyclopropylmethyl)-6-{6-hydroxy-4-[1-(propan-2-yl)piperidin-4-yl]-1,4-diazepan-1-yl}pyridine-2-carboxamide